(E)-3-cyano-N-ethyl-N-methoxy-prop-2-enamide C(#N)/C=C/C(=O)N(OC)CC